4-Hydroxybutyric acid OCCCC(=O)O